sodium (2S,5R)-2-(2-((R)-1-(tert-butoxycarbonyl) piperidine-3-carbonyl) hydrazine-1-carbonyl)-3-methyl-7-oxo-1,6-diazabicyclo[3.2.1]oct-3-en-6-yl sulfate S(=O)(=O)(ON1[C@@H]2C=C([C@H](N(C1=O)C2)C(=O)NNC(=O)[C@H]2CN(CCC2)C(=O)OC(C)(C)C)C)[O-].[Na+]